CC1(C(C(CC(C1)=O)=O)C(=O)OCC)C ethyl 2,2-dimethyl-4,6-dioxocyclohexane-1-carboxylate